C(=O)(O)CCCCN(C1C=2C=CC(=NC2CCC1)C(=O)O)CCC1=C(C=CC=C1)OCC1=C(C=C(C=C1)C1=CC=C(C=C1)C(F)(F)F)Cl 5-{(4-carboxybutyl){2-(2-{[3-chloro-4'-(trifluoromethyl)biphenyl-4-yl]methoxy}phenyl)ethyl}amino}-5,6,7,8-tetrahydroquinoline-2-carboxylic acid